BrC1=C(C(=C(C=2N(C(OC21)=O)C2=CC=C(C=C2)N2CCC(CC2)(C)C)F)O)F 7-bromo-3-(4-(4,4-dimethylpiperidin-1-yl)phenyl)-4,6-difluoro-5-hydroxybenzo[d]oxazol-2(3H)-one